5-((3R,5S)-3-amino-5-methyl-piperidin-1-yl)-pyrido[4,3-d]pyrimidine-8-carbonitrile hydrochloride salt Cl.N[C@H]1CN(C[C@H](C1)C)C1=NC=C(C=2N=CN=CC21)C#N